N1(N=CC=C1)CC=1C=CC(=NC1OC)C(=O)N[S@](=O)(=N)C1=C(C=C(C=C1OC)C)OC (R)-5-((1H-pyrazol-1-yl)methyl)-N-(2,6-dimethoxy-4-methylphenylsulfonimidoyl)-6-methoxypicolinamide